COC=1C=C2C=CC(=CC2=CC1)C1CC(CC(C1)=O)=O 5-(6-methoxy-2-naphthyl)-1,3-cyclohexanedione